NC1=CC(=C(C(=N1)C1=NC=C(C=2N=C(N=C(C21)N(C)CC2CNC2)OCC21CCCN1CCC2)F)C2CC2)C (6-amino-3-cyclopropyl-4-methylpyridin-2-yl)-N-(azetidin-3-ylmethyl)-8-fluoro-N-methyl-2-((tetrahydro-1H-pyrrolizin-7a(5H)-yl)methoxy)pyrido[4,3-d]pyrimidin-4-amine